[6-[(4-methylsulfonylphenyl)methyl]-2-azaspiro[3.3]heptan-2-yl]-[6-[6-(trifluoromethyl)-3-pyridyl]-2-azaspiro[3.3]heptan-2-yl]methanone CS(=O)(=O)C1=CC=C(C=C1)CC1CC2(CN(C2)C(=O)N2CC3(C2)CC(C3)C=3C=NC(=CC3)C(F)(F)F)C1